C1(=CC=C(C=C1)OC=1C=C(C(C(=O)O)=CC1)C(=O)O)OC=1C=C(C(C(=O)O)=CC1)C(=O)O 4,4'-(1,4-phenylenebis(oxy))diphthalic acid